ClC1=NC=C2C=C(C(N(C2=C1)CCN(C)C)=O)C1=C(C(=CC(=C1Cl)OC)OC)Cl 7-chloro-3-(2,6-dichloro-3,5-dimethoxyphenyl)-1-(2-(dimethylamino)ethyl)-1,6-naphthyridin-2(1H)-one